(R)-N-(1-(4-fluorophenyl)ethyl)-6-(1H-pyrrolo[2,3-b]pyridin-3-yl)quinazolin-4-amine FC1=CC=C(C=C1)[C@@H](C)NC1=NC=NC2=CC=C(C=C12)C1=CNC2=NC=CC=C21